FC=1C(=NC(=NC1)NC1=CC=C(C=C1)OCCCN1CCCCC1)NC=1C=NC2=CC=CC=C2C1 5-fluoro-2-[p-(3-piperidinopropoxy)phenylamino]-4-(3-quinolylamino)pyrimidine